ascorbic acid 3-phosphate P(=O)(O)(O)OC1=C(C(=O)O[C@@H]1[C@@H](O)CO)O